N-((5-(4-carbamoylphenyl)pyridin-2-yl)methyl)-11-oxo-10,11-dihydrodibenzo[b,f][1,4]thiazepine-8-carboxamide 5,5-dioxide C(N)(=O)C1=CC=C(C=C1)C=1C=CC(=NC1)CNC(=O)C1=CC2=C(S(C3=C(C(N2)=O)C=CC=C3)(=O)=O)C=C1